(2-methoxymethoxy-3-trifluoromethylphenyl)-(2,6-dimethoxyphenyl)chlorophosphine COCOC1=C(C=CC=C1C(F)(F)F)P(Cl)C1=C(C=CC=C1OC)OC